[N+](=O)([O-])C1=C(C=CC=C1)S(=O)(=O)NC(C(=O)OC)CC1=CC=CC=C1 methyl 2-(2-nitrobenzenesulfonamido)-3-phenylpropanoate